C(C)(C)(C)C=1C=C(C=C(C1O)C(C)(C)C)CCC(=O)OCCCCCCCCCCCCCCC pentadecyl 3-(3,5-di-tert-butyl-4-hydroxyphenyl)propanoate